C(C)(C)(C)OC(=O)N1CC(C=2C3=C(C(=CC12)O)C=CC=C3)CCl 1-(chloromethyl)-5-hydroxy-1H-benzo[e]indole-3(2H)-carboxylic acid tert-butyl ester